C(#C)[Si](C)(C)C ethynyl-trimethyl-silane